C(CCCCC\C=C\CCCC)=O (E)-7-dodecenal